2,2-dideuterio-2-dispiro[2.0.2.1]heptan-7-yl-acetic acid [2H]C(C(=O)O)(C1C2(C13CC3)CC2)[2H]